C(C=C)(=O)O.C(\C=C\C)(=O)O crotonic acid, acrylic acid salt